(1S,2R,3R,5R)-3-((3-(4-bromo-2-methoxyphenyl)-1,2,4-triazin-6-yl)amino)-2-fluoro-8-azabicyclo[3.2.1]octane-8-carboxylic acid tert-butyl ester C(C)(C)(C)OC(=O)N1[C@@H]2[C@@H]([C@@H](C[C@H]1CC2)NC2=CN=C(N=N2)C2=C(C=C(C=C2)Br)OC)F